methyl-trioctyl-ammonium nitrate [N+](=O)([O-])[O-].C[N+](CCCCCCCC)(CCCCCCCC)CCCCCCCC